N(N)C(=O)C1=CC=CC(=N1)C(=O)O 6-(hydrazinecarbonyl)o-picolinic acid